3-(4-Chloro-3-((2-((4-ethylpiperidin-1-yl)methyl)-1H-imidazol-1-yl)methyl)phenyl)-5-(1-ethyl-1H-1,2,3-triazol-4-yl)-2,2-dimethylpentanoic acid ClC1=C(C=C(C=C1)C(C(C(=O)O)(C)C)CCC=1N=NN(C1)CC)CN1C(=NC=C1)CN1CCC(CC1)CC